N1=CNC2=NC=CC(=C21)C=2C=NN(C2)C2=CC=C(C=N2)C(C(F)(F)F)(O)C2CCNCC2 1-(6-(4-(3H-imidazo[4,5-b]pyridin-7-yl)-1H-pyrazol-1-yl)pyridin-3-yl)-2,2,2-trifluoro-1-(piperidin-4-yl)ethan-1-ol